CC1=C(C=C(C=C1)NC(=O)C1C2CCC(C1)O2)C(F)(F)F N-(4-methyl-3-(trifluoromethyl)phenyl)-7-oxabicyclo[2.2.1]heptane-2-carboxamide